CSC1=NC=CC(N1)=O 2-(methylthio)-3H-pyrimidin-4-one